N(=O)N(C1=CC=CC=C1)C N-nitroso-N-methyl-aniline